Bitoluidine N(C=1C(=CC=CC1)C)NC=1C(=CC=CC1)C